2-amino-1H-purine-6(7H)-thione NC=1NC(C=2NC=NC2N1)=S